CC1=C(C(=C(C1[In]CCC)C)C)C tetramethyl-n-propylcyclopentadienyl-indium